N1=C(C=CC=C1)C=1C=NC(=CC1)N[C@@H]1C[C@H](CC1)NC=1N=NC(=CN1)C (1S,3S)-N1-([2,3'-Bipyridin]-6'-yl)-N3-(6-methyl-1,2,4-triazin-3-yl)cyclopentane-1,3-diamine